Ethanesulfonic acid (2-ethoxy-ethyl)-[5-(1-methyl-2-oxo-1,2,3,4-tetrahydro-quinolin-6-yl)-pyridin-3-ylmethyl]-amide C(C)OCCN(S(=O)(=O)CC)CC=1C=NC=C(C1)C=1C=C2CCC(N(C2=CC1)C)=O